C1(=CC=CC=C1)N1CC2(CCN(C2)C2=NC(=NN2)N2CCN(CC2)C(C=C)=O)CC1 1-(4-(5-(7-Phenyl-2,7-diazaspiro[4.4]nonan-2-yl)-1H-1,2,4-triazol-3-yl)piperazin-1-yl)prop-2-en-1-one